C(C)(C)(C)OC(=O)N1CCC(CC1)[Zn+] (1-(tert-butoxycarbonyl)piperidin-4-yl)zinc (II)